FC1=C(C(=CC=C1NS(=O)(=O)C=1C(=NC=C(C1)F)OC)F)[C@H]1CCC=2N(C1)C=NC2C(=O)NC (6R)-6-[2,6-difluoro-3-(5-fluoro-2-methoxypyridine-3-sulfonamido)phenyl]-N-methyl-5H,6H,7H,8H-imidazo[1,5-a]pyridine-1-carboxamide